C(C)C=1C(NC2=CC(=CC=C2C1)CN1CC2(CN(C2)C=2C=CC(=NC2F)C(=O)NC)C1)=O 5-(6-((3-ethyl-2-oxo-1,2-dihydroquinolin-7-yl)methyl)-2,6-diazaspiro[3.3]heptan-2-yl)-6-fluoro-N-methylpicolinamide